tert-butyl (2-(4-(benzyloxy)-7-fluoro-1H-indol-3-yl)ethyl)(methyl)carbamate C(C1=CC=CC=C1)OC1=C2C(=CNC2=C(C=C1)F)CCN(C(OC(C)(C)C)=O)C